N[C-]1CC[C-](CC[C-](CC1)N)N 1,4,7-triaminocyclononane-1,4,7-triide